Decyltetradecylamine Oxide C(CCCCCCCCC)[NH+](CCCCCCCCCCCCCC)[O-]